C(C)(C)(C)C1=CC=C(C=C1)CN1C(CCC1=O)CC(=O)NCCN1CCOCC1 2-[1-[(4-tert-butylphenyl)methyl]-5-oxopyrrolidin-2-yl]-N-(2-morpholin-4-ylethyl)acetamide